N-(3'-chloro-[1,1'-biphenyl]-3-yl)-1-(4-hydroxybenzyl)piperidine-4-carboxamide ClC=1C=C(C=CC1)C1=CC(=CC=C1)NC(=O)C1CCN(CC1)CC1=CC=C(C=C1)O